C(#N)C=1C=NN2C1C(=CC(=C2)C=2C=NN(C2)C)C#CC2=CC(=C(C=C2)C(C(=O)N)=C)F (4-((3-cyano-6-(1-methyl-1H-pyrazol-4-yl)pyrazolo[1,5-a]pyridin-4-yl)ethynyl)-2-fluorophenyl)acrylamide